(1-(2,4-dimethylphenyl)vinyl)acetamide CC1=C(C=CC(=C1)C)C(=C)CC(=O)N